C1=C(C=CC2=CC=CC=C12)C1C(C(C1)C(=O)OC)C(=O)OC Dimethyl 3-(naphthalen-2-yl)cyclobutane-1,2-dicarboxylate